1-n-Butyl-5-tert-butyl-4-hydroxy-3-isopropyl-pyrazole C(CCC)N1N=C(C(=C1C(C)(C)C)O)C(C)C